((5-cyano-4-(1-(oxetan-3-yl)-1H-pyrazol-4-yl)pyrimidin-2-yl)amino)benzenesulfonamide S-ethyl-(2-amino-2-oxoethyl)(1,3-dioxoisoindolin-2-yl)carbamothioate C(C)S=C(N(N1C(C2=CC=CC=C2C1=O)=O)CC(=O)N)O.C(#N)C=1C(=NC(=NC1)NC1=C(C=CC=C1)S(=O)(=O)N)C=1C=NN(C1)C1COC1